methyl 6-(4-chloro-3-fluorophenyl)-3-(methoxymethyl)-4-oxo-4,5-dihydropyrazolo[1,5-a]pyrazine-2-carboxylate ClC1=C(C=C(C=C1)C=1NC(C=2N(C1)N=C(C2COC)C(=O)OC)=O)F